C1OC(N2C1CNCC2)=O 5,6,8,8a-tetrahydro-1H-oxazolo[3,4-a]pyrazin-3-one